FC1(CC(C1)N1C(=NC2=NC=C(C=C21)C=2C=CN1N=C(N=CC12)NCC1(CCC1)F)C)F 5-(1-(3,3-difluorocyclobutyl)-2-methyl-1H-imidazo[4,5-b]pyridin-6-yl)-N-((1-fluorocyclobutyl)methyl)pyrrolo[2,1-f][1,2,4]triazin-2-amine